FCOC=1C=CC=C2C(=C(C=NC12)C#N)N1CCC(CC1)CS(=O)(C)=N 8-(fluoromethoxy)-4-(4-{[imino(methyl)oxo-λ6-sulfanyl]methyl}piperidin-1-yl)quinoline-3-carbonitrile